((R)-5,7-difluorochroman-4-yl) 4-nitrobenzoate [N+](=O)([O-])C1=CC=C(C(=O)O[C@@H]2CCOC3=CC(=CC(=C23)F)F)C=C1